2-(4-methyl-1-pentynyl)pyrimidine-5-carbaldehyde CC(CC#CC1=NC=C(C=N1)C=O)C